CC1=C(C=C(C=C1)C1[C@@H]2CN(C[C@H]12)C(=O)C1CC2(C1)NC(OC2)=O)OC(F)(F)F 2-((1R,5S,6S)-6-(4-methyl-3-(trifluoromethoxy)phenyl)-3-azabicyclo[3.1.0]hexane-3-carbonyl)-7-oxa-5-azaspiro[3.4]octan-6-one